indazole-6-carboxylic acid methyl ester COC(=O)C1=CC=C2C=NNC2=C1